C(CCCCCCCCCCCCCCC)NCC1=CC=CC=C1 hexadecylbenzylamine